5-{[4-(Benzyloxy)-2-(trifluoromethyl)phenyl]amino}-2-fluorobenzamide C(C1=CC=CC=C1)OC1=CC(=C(C=C1)NC=1C=CC(=C(C(=O)N)C1)F)C(F)(F)F